1-(3-bromo-2-hydroxy-methylphenyl)-3-(3-chloro-5-trifluoromethoxyphenyl)urea BrC=1C(=C(C=CC1C)NC(=O)NC1=CC(=CC(=C1)OC(F)(F)F)Cl)O